C(C)OC1=C(O[C@H]2CN(CCC2)C2=CN=CC(=N2)NC(=O)N2CCOCC2)C=CC=C1 (R)-N-(6-(3-(2-ethoxyphenoxy)piperidin-1-yl)pyrazin-2-yl)morpholine-4-carboxamide